ClC1=CC=C(C=C1)[C@H]1NOCC1 (S)-3-(4-chlorophenyl)isoxazolidine